methyl 2-(5-methyl-3-phenylfuran-2-yl)-2-oxoacetate CC1=CC(=C(O1)C(C(=O)OC)=O)C1=CC=CC=C1